3,8,8,11a-tetramethyl-dodecahydro-1H-3,5a-epoxynaphtho[2,1-c]oxepine CC12CCC3C(CO1)(CCC1C(CCCC13C)(C)C)O2